6-chloro-2-(3-fluorocyclobutyl)pyrimidin-4-amine ClC1=CC(=NC(=N1)C1CC(C1)F)N